cerium (III) hexanoate C(CCCCC)(=O)[O-].[Ce+3].C(CCCCC)(=O)[O-].C(CCCCC)(=O)[O-]